(R)-tert-butyl (1-(7-acrylamidoquinazolin-4-yl) pyrrolidin-3-yl)carbamate C(C=C)(=O)NC1=CC=C2C(=NC=NC2=C1)N1C[C@@H](CC1)NC(OC(C)(C)C)=O